BrC1=CC=CC(=N1)C(=O)NC1=CC=C(C=N1)NC(=O)[C@H]1CN(CCC1)C(=O)OC(C)(C)C tert-butyl (R)-3-((6-(6-bromopicolinamido)pyridin-3-yl)carbamoyl)piperidine-1-carboxylate